C[C@H](CS(=O)(=O)N)C=C (S)-2-METHYLBUT-3-ENE-1-SULFONAMIDE